4-((4-cyano-2,3,5,6-tetrafluorophenyl)sulfonamido)-N-(3-(1-methyl-6-(trifluoromethyl)-1H-benzo[d]imidazol-5-yl)phenyl)-3-(2-(methylamino)ethoxy)benzamide C(#N)C1=C(C(=C(C(=C1F)F)S(=O)(=O)NC1=C(C=C(C(=O)NC2=CC(=CC=C2)C2=CC3=C(N(C=N3)C)C=C2C(F)(F)F)C=C1)OCCNC)F)F